4,5-diamino-2-((4-amino-1,2,5-oxadiazole-3-yl)methyl)-2,4-dihydro-3H-1,2,4-triazole-3-imine chloride salt [Cl-].NN1C(N(N=C1N)CC1=NON=C1N)=N